C(CCCCC)C1(C=C(C(=O)OCCCC)C(=O)OCCCC)CC=CC=C1 di-n-butyl (1-n-hexylbenzylidene)malonate